CN1[C@@H](CCC1)C=1C=NC=CC1 (S)-3-(1-methylpyrrolidin-2-yl)pyridine